N-[3-[3-(2-hydroxyethyl)-2-oxo-imidazolidin-1-yl]-1-methyl-pyrazol-4-yl]-2-[2-(2,2,2-trifluoroethylamino)-4-pyridyl]oxazole-4-carboxamide OCCN1C(N(CC1)C1=NN(C=C1NC(=O)C=1N=C(OC1)C1=CC(=NC=C1)NCC(F)(F)F)C)=O